4-(4-amino-3-methoxyphenyl)piperidine-1-carboxylic acid tert-butyl ester C(C)(C)(C)OC(=O)N1CCC(CC1)C1=CC(=C(C=C1)N)OC